2-(7-((2S,5R)-2,5-diethyl-4-(1-(4-fluoro-3-methoxyphenyl)ethyl)piperazin-1-yl)-4-methyl-5-oxo-4,5-dihydro-2H-pyrazolo[4,3-b]pyridin-2-yl)acetonitrile C(C)[C@@H]1N(C[C@H](N(C1)C(C)C1=CC(=C(C=C1)F)OC)CC)C=1C=2C(N(C(C1)=O)C)=CN(N2)CC#N